N[C@@H](CC(=O)OCC)C1=CC(=CC=C1)CC1=CC(=CC=C1)C ethyl (S)-3-amino-3-(3-(3-methylbenzyl)phenyl)propanoate